OC1(CCN(CC1)C(C[C@@H](C)C1=CC=CC=C1)=O)CN1C=NC(=CC1=O)NC1(COC1)C (R)-3-((4-hydroxy-1-(3-phenylbutanoyl)piperidin-4-yl)methyl)-6-((3-methyloxetan-3-yl)amino)pyrimidin-4(3H)-one